[N+](=O)([O-])C(C=1N=NC(=NN1)C([N+](=O)[O-])[N+](=O)[O-])[N+](=O)[O-] 3,6-bis(dinitromethyl)-1,2,4,5-tetrazine